Copper guanylurea nitrate [N+](=O)([O-])[O-].C(N)(=N)NC(=O)N.[Cu+2].[N+](=O)([O-])[O-]